Fluoro-1',4'-dihydro-2'H-spiro[cyclopropane-1,3'-quinolin]-2'-one FN1C(C2(CC3=CC=CC=C13)CC2)=O